C(#N)CCNC(=O)C1=NNC2=CN=C(C=C21)C2=CC(=CC=C2)NC(C=C)=O N-(2-cyanoethyl)-5-[3-(prop-2-enamido)phenyl]-1H-pyrazolo[3,4-c]pyridine-3-carboxamide